(6-Chloropyrimidin-4-yl)cyclopropanecarboxamide ClC1=CC(=NC=N1)C1(CC1)C(=O)N